methyl 2-(4-hydroxyphenyl)-2-oxoacetate OC1=CC=C(C=C1)C(C(=O)OC)=O